ClC1=C(C=C(C(=C1)F)C1=C(C(=C(C=C1F)F)F)F)S(=O)(=O)C(C(=O)N)O ((4-chloro-2',3',4',6,6'-pentafluoro-[1,1'-biphenyl]-3-yl)sulfonyl)-2-hydroxyacetamide